tert-Butyl 3-amino-5-(4-((tert-butoxycarbonyl(methyl)amino)methyl)-2,6-difluorophenyl)-1H-pyrazolo[3,4-c]pyridine-1-carboxylate NC1=NN(C2=CN=C(C=C21)C2=C(C=C(C=C2F)CN(C)C(=O)OC(C)(C)C)F)C(=O)OC(C)(C)C